2-(2-amino-6-oxo-1H-purin-9-yl)ethoxymethyl-[2-(18,18,18-trifluorooctadecyloxy)ethoxy]phosphinic acid NC=1NC(C=2N=CN(C2N1)CCOCP(O)(=O)OCCOCCCCCCCCCCCCCCCCCC(F)(F)F)=O